CC=1C(=NC=C(C1)C)N1CCN(CC1)C(=O)C1=CC=C(C=C1)[C@]1(C(NC(N1)=O)=O)COC (R)-5-{4-[4-(3,5-dimethylpyridin-2-yl)piperazine-1-carbonyl]phenyl}-5-methoxymethylimidazolidine-2,4-dione